C(CCCCCCCCCCC)N(CCN1CCN(CC1)CCC(CN(CCCCCCCCCCCCCC)CCCCCCCCCCCCCC)NCCCCCCCCCCCCCC)CCCCCCCCCCCC 1-(2-(4-(2-(Didodecylamino)ethyl)piperazin-1-yl)ethyl)-N1,N2,N2-tritetradecylethane-1,2-diamine